N[C@H](C(=O)N1[C@@H]([C@H]2[C@H]3C=C[C@@H]([C@H]2[C@@H]1C)C3)C(=O)N[C@H](C(=O)N)C[C@H]3C(NCC3)=O)C(C)(C)C (2S)-2-{[(1R,2S,3S,5S,6R,7S)-4-[(2S)-2-amino-3,3-dimethylbutanoyl]-5-methyl-4-azatricyclo[5.2.1.0^{2,6}]dec-8-en-3-yl]formamido}-3-[(3S)-2-oxopyrrolidin-3-yl]propanamide